FC1=C(C=CC(=C1)F)C1=NC(=CC=2N1C(C(=C(N2)C)C)=O)C2CC(OCC2)CC2COCC2 6-(2,4-difluorophenyl)-2,3-dimethyl-8-(2-((tetrahydrofuran-3-yl)methyl)tetrahydro-2H-pyran-4-yl)-4H-pyrimido[1,6-a]pyrimidin-4-one